(S)-O-chlorophenylglycine ClOC([C@@H](N)C1=CC=CC=C1)=O